C(#N)C=1C=C(C=C(C1)C(C)C)N1N(C(=C(C1=O)NC(C1=CC=C(C=C1)OC(F)F)=O)C1=C(C=C(C=C1F)OC)F)C N-{2-[3-cyano-5-(propan-2-yl)phenyl]-5-(2,6-difluoro-4-methoxyphenyl)-1-methyl-3-oxo-2,3-dihydro-1H-pyrazol-4-yl}-4-(difluoromethoxy)benzamide